ClC=1C=NC=C(C1CSC1=NC2=C(C(N1)=O)CCC2)Cl 2-(3,5-Dichloropyridin-4-ylmethylsulfanyl)-3,5,6,7-tetrahydrocyclopentapyrimidin-4-one